tert-butyl (1-(5-(4-amino-1-(2,6-dichlorophenyl)-6-oxo-1,6-dihydropyrimidine-5-carboxamido)pyridin-3-yl)-3-methoxypropyl)carbamate NC=1N=CN(C(C1C(=O)NC=1C=C(C=NC1)C(CCOC)NC(OC(C)(C)C)=O)=O)C1=C(C=CC=C1Cl)Cl